NC1=C(C(=NC=N1)C=1C(=C(C=C(C1)F)NC(C1=C(C=C(C=C1)C1(CC1)C)F)=O)C)OCCNC N-(3-(6-amino-5-(2-(methylamino)ethoxy)pyrimidin-4-yl)-5-fluoro-2-methylphenyl)-2-fluoro-4-(1-methylcyclopropyl)benzamide